(3aS)-octahydro-1H-pyrrolo[3,4-c]pyridin-1-one trifluoroacetate salt FC(C(=O)O)(F)F.C1(NC[C@@H]2CNCCC21)=O